2-(4-tert-Butyl-2-fluoro-5-methoxy-phenyl)-N-[2-[1-(trifluoromethyl)cyclopropyl]-1H-benzimidazol-5-yl]acetamide C(C)(C)(C)C1=CC(=C(C=C1OC)CC(=O)NC1=CC2=C(NC(=N2)C2(CC2)C(F)(F)F)C=C1)F